COC(=O)C=1C=C(C(=O)C2=CC(=C(C=C2)C(=O)OC)C(=O)OOC(C)(C)C)C=CC1C(=O)OOC(C)(C)C 3,4'-bis(methoxycarbonyl)-4,3'-bis(t-butylperoxycarbonyl)benzophenone